CC1(OB(OC1(C)C)C1=CCC(CC1)O)C 4-(4,4,5,5-Tetramethyl-1,3,2-dioxaborolan-2-yl)cyclohex-3-en-1-ol